[(3S,6R)-6-[6-(difluoromethoxy)-1,3-benzoxazol-2-yl]piperidin-3-yl]acetamide FC(OC1=CC2=C(N=C(O2)[C@H]2CC[C@H](CN2)CC(=O)N)C=C1)F